(R)-S-Cyclopropyl-S-(4-{[4-{[(1R,2R)-2-hydroxy-1-methylpropyl]oxy}-5-(trifluoromethyl)pyrimidin-2-yl]amino}phenyl)sulfoximide C1(CC1)[S@](=O)(=N)C1=CC=C(C=C1)NC1=NC=C(C(=N1)O[C@@H]([C@@H](C)O)C)C(F)(F)F